C1(=CC=C2C=CC3=CC=CC4=CC=C1C2=C34)CC(=O)O 1-pyreneacetic acid